tert-butyl N-[(S)-[(3R or S)-5-cyano-1,2,3,4-tetrahydroquinolin-3-yl](2-methylpyrazol-3-yl)methyl]carbamate C(#N)C1=C2C[C@H](CNC2=CC=C1)[C@H](NC(OC(C)(C)C)=O)C=1N(N=CC1)C |o1:5|